3-cyclopropyl-N-methyl-1-(3-(1-methyl-1H-pyrazol-4-yl)isoquinolin-8-yl)-5,6-dihydroimidazo[1,5-a]pyrazine-7(8H)-carboxamide C1(CC1)C1=NC(=C2N1CCN(C2)C(=O)NC)C=2C=CC=C1C=C(N=CC21)C=2C=NN(C2)C